BrC1=CC(=C(CN2C[C@@H](CC2)O)C=C1C(F)(F)F)OC (R)-1-(4-bromo-2-methoxy-5-(trifluoromethyl)benzyl)pyrrolidin-3-ol